COC=C1CC(C1)C(=O)N 3-(methoxymethylene)cyclobutane-1-carboxamide